9-(1-((2-(2-(azetidin-3-yl)-2H-tetrazol-5-yl)-6-chloropyridin-3-yl)amino)ethyl)-N,N,4,7-tetramethyl-5-oxo-4,5-dihydroimidazo[1,5-a]quinazoline-3-carboxamide TFA salt OC(=O)C(F)(F)F.N1CC(C1)N1N=C(N=N1)C1=NC(=CC=C1NC(C)C=1C=C(C=C2C(N(C=3N(C12)C=NC3C(=O)N(C)C)C)=O)C)Cl